CC(C(C=C)O)C1=C2C(=C3C(=NC2=CC(=C1OC)OC)OC=C3)OC Methyl-1-(4,6,7-trimethoxyfuro[2,3-b]quinolin-5-yl)-3-buten-2-ol